(S)-2-(3-(6-acrylamidopyridin-3-yl)phenyl)-N-(5-ethylthiazol-2-yl)butanamide C(C=C)(=O)NC1=CC=C(C=N1)C=1C=C(C=CC1)[C@@H](C(=O)NC=1SC(=CN1)CC)CC